[N+](=O)([O-])C1=C(N)C=CC(=C1)C(F)(F)F 2-nitro-4-(trifluoromethyl)aniline